C12CNCC2C1OC1=NC(=CC(=C1)C(C)(C)N)N1CCC(CC1)C(F)(F)F 2-(2-((3-azabicyclo[3.1.0]hexan-6-yl)oxy)-6-(4-(trifluoromethyl)piperidin-1-yl)pyridin-4-yl)propan-2-amine